O=C1NC(CCC1N1C(C2=CC=C(C=C2C1=O)C1(CCN(CC1)CC=1C=NN(C1)CC)O)=O)=O 2-(2,6-dioxopiperidin-3-yl)-5-(1-((1-ethyl-1H-pyrazol-4-yl)methyl)-4-hydroxypiperidin-4-yl)isoindoline-1,3-dione